OC1=CC=NC2=CC(=CC=C12)B(O)O 4-HYDROXYQUINOLINE-7-BORONIC ACID